3-Hydroxy-2-oxo-2H-pyran-6-carboxylic acid OC=1C(OC(=CC1)C(=O)O)=O